CC1=C(C=C(O[C@@H](C)[C@H]2N(CC2)C(=O)OC(C)(C)C)C=C1)C(NC1(CC1)C1=C2C=CC=NC2=CC(=C1)C=C)=O tert-Butyl (s)-2-((s)-1-(4-methyl-3-((1-(7-vinylquinolin-5-yl)cyclopropyl) carbamoyl)phenoxy)ethyl)azetidine-1-carboxylate